5-chloro-[1,2,4]triazole ClC1=NC=NN1